CC1=CC(=NN1C=1C=C2C=CN(C2=CC1)CC1=CC=C(C=C1)C1C[C@@H]2[C@@H](CN(C2)S(=O)(=O)C)C1)C(=O)N 5-methyl-1-(1-(4-((3aR,5r,6aS)-2-(methylsulfonyl)octahydrocyclopenta[c]pyrrol-5-yl)benzyl)-1H-indol-5-yl)-1H-pyrazole-3-carboxamide